(R)-N-((S)-1-(6,7-difluoro-4-oxo-3,4-dihydrophthalazin-1-yl)ethyl)-N-methylindoline-2-carboxamide FC=1C=C2C(NN=C(C2=CC1F)[C@H](C)N(C(=O)[C@@H]1NC2=CC=CC=C2C1)C)=O